ClC=1C=CC(=C(C(=O)N)C1)S(N[C@@H]([C@H](C)C1=C(C(=CC=C1CC)F)C)C=1OC(NN1)=O)(=O)=O 5-chloro-2-(N-((1S,2R)-2-(3-ethyl-6-fluoro-2-tolyl)-1-(5-oxo-4,5-dihydro-1,3,4-oxadiazol-2-yl)propyl)sulfamoyl)benzamide